O=C1NC(CCC1N1C(C2=CC=C(C=C2C1)CNC(=O)C1(CCCC1)C1=CC=CC=C1)=O)=O N-((2-(2,6-Dioxopiperidin-3-yl)-1-oxoisoindolin-5-yl)methyl)-1-phenylcyclopentane-1-carboxamide